F[C@@H]1CN(CC[C@H]1COC=1SC2=NC(=CC=C2N1)C1=CC=C(C=C1)S(=O)(=O)C)C1=NC(=NO1)C(C)C 5-((3S,4S)-3-fluoro-4-(((5-(4-(methylsulfonyl)phenyl)thiazolo[5,4-b]pyridin-2-yl)oxy)methyl)piperidin-1-yl)-3-isopropyl-1,2,4-oxadiazole